zinc-nickel-iron [Fe].[Ni].[Zn]